1-(4-fluorobenzyl)-5-(methylcarbamoyl)-6-oxo-1,6-dihydropyridine FC1=CC=C(CN2C=CC=C(C2=O)C(NC)=O)C=C1